[Na+].CC(CS(=O)(=O)[O-])C 2,2-dimethylethanesulfonic acid sodium salt